NC=1SC2=C(N1)C(=C(C=C2F)F)C=2C(=CC=1C3=C(C=NC1C2F)N(C[C@H]2N3C([C@H](N(C2)C(C(=C)F)=O)C)=O)C)Cl (2R,4aR)-10-(2-amino-5,7-difluorobenzo[d]thiazol-4-yl)-11-chloro-9-fluoro-3-(2-fluoroacryloyl)-2,6-dimethyl-2,3,4,4a-tetrahydro-1H-pyrazino[1',2':4,5]pyrazino[2,3-c]quinolinone